COC(C)C=1C=C(C=CC1)C1=NN(C=C1)C1=CC(=C2C(=N1)C=C(S2)CN2CCOCC2)N2CCOCC2 4-(5-(3-(3-(1-methoxyethyl)phenyl)-1H-pyrazol-1-yl)-2-(morpholinomethyl)thieno[3,2-b]pyridin-7-yl)morpholine